tert-butyl 4-[(1S,4R,5R)-5-[[5-cyclopropyl-3-(2,6-dichlorophenyl)-1,2-oxazol-4-yl]methoxy]-3-oxo-2-azabicyclo[2.2.1]heptan-2-yl]-2-fluorobenzoate C1(CC1)C1=C(C(=NO1)C1=C(C=CC=C1Cl)Cl)CO[C@H]1[C@@H]2C(N([C@H](C1)C2)C2=CC(=C(C(=O)OC(C)(C)C)C=C2)F)=O